CC1=CC=C2C(C=C(C(C2=C1)=O)O)=O 7-methyl-2-hydroxynaphthalene-1,4-dione